(E)-3-(7-((1-(3-(benzofuran-2-yl)acryloyl)piperidin-4-yl)oxy)-1-methyl-1H-indazol-3-yl)piperidine-2,6-dione O1C(=CC2=C1C=CC=C2)/C=C/C(=O)N2CCC(CC2)OC=2C=CC=C1C(=NN(C21)C)C2C(NC(CC2)=O)=O